C[Si](C)(C)[Si]([Si](C)(C)C)([Si](C)(C)C)NN tris(trimethylsilyl)silyl-hydrazine